3'-Deoxy 3'-Amino Adenosine-5'-Diphosphate P(O)(=O)(OP(=O)(O)O)OC[C@@H]1[C@H]([C@H]([C@@H](O1)N1C=NC=2C(N)=NC=NC12)O)N